S1C(=NC2=C1C=CC=C2)NC(=O)C2=CC1=C(C=CC=C1C=C2)OCC2=CC=CC=C2 N-(benzo[d]thiazol-2-yl)-8-(benzyloxy)-2-naphthamide